diallyldisulfite C(C=C)OS(=O)OS(=O)OCC=C